C(=O)[C@H]1NC([C@@H](NC(C(CCCC/C=C/CC(C1)C(=O)N(C)C)CCCCCCC)=O)CC(C)C)=O (2S,5S,E)-5-formyl-15-heptyl-2-isobutyl-N,N-dimethyl-3,16-dioxo-1,4-diazacyclohexadec-9-ene-7-carboxamide